ClC=1C=CC2=C(C=C(O2)C(=O)N[C@@H]2CC[C@H](CC2)C=2OC(=NN2)CC2=CC=C(C=C2)Cl)C1 trans-5-chloro-N-(4-(5-(4-chlorobenzyl)-1,3,4-oxadiazol-2-yl)cyclohexyl)benzofuran-2-carboxamide